BrC=1SC2=C(N1)C(=C(C(=C2)OC)F)F 2-bromo-4,5-difluoro-6-methoxybenzo[d]thiazole